NC1=NN(C=C1)CC(=O)N(C)C1CC1 2-(3-amino-1H-pyrazol-1-yl)-N-cyclopropyl-N-methylacetamide